1,3,5-tri-O-caffeoylquinic acid C1C(C[C@H](C([C@@H]1OC(=O)/C=C/C2=CC(=C(C=C2)O)O)O)OC(=O)/C=C/C3=CC(=C(C=C3)O)O)(OC(=O)/C=C/C4=CC(=C(C=C4)O)O)C(=O)O